O=C1NC2(CC1CCC(=O)[O-])CCCCC2 3-(2-oxo-1-azaspiro[4.5]decan-3-yl)propanoate